OCCNC(CC1=CC=C(C=C1)[N+](=O)[O-])O (2-hydroxyethyl)amino-2-(4-nitrophenyl)ethan-1-ol